2-(1,5-dimethyl-1H-pyrazol-3-yl)-4-[4-fluoro-2-(2,2,2-trifluoroethoxy)phenyl]-2,3-dihydro-1H-pyrrolo[3,4-c]pyridin-1-one CN1N=C(C=C1C)N1CC=2C(=NC=CC2C1=O)C1=C(C=C(C=C1)F)OCC(F)(F)F